4-(6-chloro-4-{3,6-diazabicyclo[3.1.1]heptan-3-yl}-8-fluoro-2-{[(2S)-1-methylpyrrolidin-2-yl]methoxy}quinazolin-7-yl)naphthalen-2-ol ClC=1C=C2C(=NC(=NC2=C(C1C1=CC(=CC2=CC=CC=C12)O)F)OC[C@H]1N(CCC1)C)N1CC2NC(C1)C2